C(C)N1C2=CC=CC=C2C=2C=CC=CC12 N-Ethylcarbazol